ClCCCCC(=O)C1=C(C=C(C=C1)Cl)Cl 5-chloro-1-(2,4-dichlorophenyl)pentan-1-one